C(C1=CC=CC=C1)OC=1C=C(C=CC1C)C=1C=2N(C(=NC1C1=CC(=C(C=C1)C#N)F)N1CCC(CC1)NC(OC(C)(C)C)=O)C=CN2 Tert-butyl (1-(8-(3-(benzyloxy)-4-methylphenyl)-7-(4-cyano-3-fluorophenyl)imidazo[1,2-c]pyrimidin-5-yl)piperidin-4-yl)carbamate